3,3'-diethyl-4,4'-bis(2-propen-1-yloxy)-1,1'-biphenyl C(C)C=1C=C(C=CC1OCC=C)C1=CC(=C(C=C1)OCC=C)CC